C1(=CC=CC=C1)C=1N(CN=C(C1)C1=CC=CC=C1)C1=CC=C(C=C1)B1OC(C)(C)C(C)(C)O1 4-(4,6-diphenylpyrimidin-3-yl)phenylboronic acid pinacol ester